N-(cis-4-methoxycyclohexyl)-5-(thieno[3,2-c]pyridin-2-yl)-7H-pyrrolo[2,3-d]pyrimidin-2-amine CO[C@H]1CC[C@H](CC1)NC=1N=CC2=C(N1)NC=C2C2=CC=1C=NC=CC1S2